CC1=C(C(=CC=C1)C)C=1C=C(SC1)[C@H](CC(=O)OCC)NC(=O)NC=1C(N(C=CC1O)C)=O ethyl (S)-3-(4-(2,6-dimethylphenyl)thiophen-2-yl)-3-(3-(4-hydroxy-1-methyl-2-oxo-1,2-dihydropyridin-3-yl)ureido)propanoate